ClC=1C=C2C(=CN1)NN=C2 5-chloro-1H-pyrazolo[3,4-c]Pyridine